C(C)(C)(C)OC1=CC=C(C(=O)O)C=C1 4-tert-butoxybenzoic acid